tert-butyl 3-(4-(methoxycarbonyl)phenyl)-piperazine-1-carboxylate COC(=O)C1=CC=C(C=C1)C1CN(CCN1)C(=O)OC(C)(C)C